Cl.FC(C1=CC=C(C=C1)C1CCNCC1)(F)F 4-(4-(trifluoromethyl)phenyl)piperidine hydrochloride